C(C)C(C(=O)OC)N1C(CCC1)=O methyl alpha-ethyl-2-oxo-1-pyrrolidineacetate